6-but-3-enyl-4-[1-methyl-6-(morpholine-4-carbonyl)benzimidazol-4-yl]-1H-pyrrolo[2,3-c]pyridin-7-one C(CC=C)N1C(C2=C(C(=C1)C1=CC(=CC=3N(C=NC31)C)C(=O)N3CCOCC3)C=CN2)=O